(S)-1-(4-(7-(3-aminoisoquinolin-1-yl)-5,6,7,8-tetrahydroquinazolin-4-yl)piperazin-1-yl)prop-2-en-1-one NC=1N=C(C2=CC=CC=C2C1)[C@H]1CCC=2C(=NC=NC2C1)N1CCN(CC1)C(C=C)=O